FC(C1=NN=C(O1)C=1C=CC(=NC1)CN1C(N(C2=C1C=C(C=C2)F)C2CCN(CC2)C(C2=CC=C(C=C2)C(F)(F)F)=O)=O)F 3-((5-(5-(difluoromethyl)-1,3,4-oxadiazole-2-yl)pyridine-2-yl)methyl)-5-fluoro-1-(1-(4-(trifluoromethyl)benzoyl)piperidine-4-yl)-1,3-dihydro-2H-benzo[d]imidazole-2-one